FC1=CC=C2C=C(NC2=C1)C=1C=NC(=NC1)N1CCCCC1 6-Fluoro-2-(2-(piperidin-1-yl)pyrimidin-5-yl)-1H-indole